BrC1=CC(=C(C=C1)NC1=NC2=CC=CC=C2C(=N1)NC1=NNC(=C1)C1CC1)F N2-(4-bromo-2-fluorophenyl)-N4-(5-cyclopropyl-1H-pyrazol-3-yl)quinazoline-2,4-diamine